BrC=1C=CC=C2C(=C(C=NC12)C(=O)N[C@H]1CCOC2=CC=CC=C12)N(C)C (S)-8-bromo-N-(chroman-4-yl)-4-(dimethylamino)quinoline-3-carboxamide